C(#N)C=1C=CC2=C(N=CS2)C1C1CC(C1)OC(=O)N1C=NC=C1.CN[C@H](C)CC1=CC(=CC=C1)OC1=C(C=CC=C1)C (R)-N-methyl-3-(2-methylphenoxy)amphetamine (1s,3s)-3-(5-cyanobenzo[d]thiazol-4-yl)cyclobutyl-1H-imidazole-1-carboxylate